S1C=NC2=C1C=CC(=C2)C=2N(CC1=CC=CC=C1C2F)C=O 3-(benzo[d]thiazol-5-yl)-4-fluoroisoquinoline-2(1H)-carbaldehyde